C1(CCCC1)N1C(N(CC2=C1C=C(N=C2)C=2C(=NN(C2)C)C)C2=C(C(=CC(=C2F)OC)OC)F)=O 1-cyclopentyl-3-(2,6-difluoro-3,5-dimethoxyphenyl)-7-(1,3-dimethyl-1H-pyrazol-4-yl)-3,4-dihydropyrido[4,3-d]pyrimidin-2(1H)-one